O=C1N(C(C2=CC=CC=C12)=O)CC1=NC=CC(=C1)C1CN(CC1)C(=O)OCCCC Butyl 3-(2-((1,3-dioxoisoindolin-2-yl)methyl)pyridin-4-yl)pyrrolidine-1-carboxylate